3-((8-methoxy-2-(6-(2-methoxyethoxy)pyridin-3-yl)-2,3-dihydrobenzo[b][1,4]dioxin-6-yl)methyl)-3H-imidazo[4,5-b]pyridine COC1=CC(=CC2=C1OC(CO2)C=2C=NC(=CC2)OCCOC)CN2C=NC=1C2=NC=CC1